C(CCCCCC)OC(CCC(C)C)=O isocaproic acid heptyl ester